C1(CC1)C(=O)N1C[C@@H](N([C@@H](C1)C)C(=O)C=1C=NC2=CC=C(C=C2C1N1CCC(CC1)(C#N)C)F)C |o1:7,9| 1-(3-((2S*,6R*)-4-(CYCLOPROPANECARBONYL)-2,6-DIMETHYLPIPERAZINE-1-CARBONYL)-6-FLUOROQUINOLIN-4-YL)-4-METHYLPIPERIDINE-4-CARBONITRILE